C(N)(=O)C1=NN(C=C1NC(=O)C=1N=C(OC1)C1=CC(=NC=C1)N(C(OC(C)(C)C)=O)CC(F)(F)F)C1=CC=C(C=C1)C(NCCCCCO)=O tert-butyl N-[4-[4-[[3-carbamoyl-1-[4-(5-hydroxypentylcarbamoyl)phenyl]pyrazol-4-yl]carbamoyl]oxazol-2-yl]-2-pyridyl]-N-(2,2,2-trifluoroethyl)carbamate